2-(4-((2-(2,6-dioxopiperidin-3-yl)-1-oxoisoindolin-4-yl)methyl)piperazin-1-yl)acetic acid TFA salt OC(=O)C(F)(F)F.O=C1NC(CCC1N1C(C2=CC=CC(=C2C1)CN1CCN(CC1)CC(=O)O)=O)=O